C(C)OC1=CC2=C(NN=N2)C=C1 5-ethoxybenzotriazole